FC1(CCN(CC1)C1=NC(=CC(=N1)NC(=O)C1=C(C=C(C=C1)NS(=O)(=O)C(C(=O)OCC)C)N1CCC2(CC2)CC1)C)F ethyl 2-(N-(4-((2-(4,4-difluoropiperidin-1-yl)-6-methylpyrimidin-4-yl)carbamoyl)-3-(6-azaspiro[2.5]octan-6-yl)phenyl)sulfamoyl)propanoate